(E)-3-(3-phenoxyphenyl)acrylic acid O(C1=CC=CC=C1)C=1C=C(C=CC1)/C=C/C(=O)O